S1C(=CC=C1)C1=NOC2=C1C(C1=C(C2=O)C=CS1)=O 3-(thiophen-2-yl)thieno[3',2':4,5]benzo[1,2-d]isoxazole-4,8-dione